2-((2S,4S)-1-(but-2-ynoyl)-4-(8-chloro-7-(5,6-dimethyl-1H-indazol-4-yl)-6-fluoro-4-(((S)-1-methylpyrrolidin-2-yl)methoxy)-1H-pyrrolo[3,2-c]quinolin-1-yl)piperidin-2-yl)acetonitrile C(C#CC)(=O)N1[C@@H](C[C@H](CC1)N1C=CC=2C(=NC=3C(=C(C(=CC3C21)Cl)C2=C1C=NNC1=CC(=C2C)C)F)OC[C@H]2N(CCC2)C)CC#N